N5-cyclobutyl-N3-methyl-1-(3-methylbenzyl)-2-oxo-1,2-dihydropyridine-3,5-dicarboxamide C1(CCC1)NC(=O)C=1C=C(C(N(C1)CC1=CC(=CC=C1)C)=O)C(=O)NC